O[C@@H](C(C)=O)[C@@H]([C@H](CO)O)O (3r,4r,5s)-3,4,5,6-tetrahydroxyhexanone